N1(CCC1)C1=CC=CC(=N1)[Sn](C)(C)C [6-(azetidin-1-yl)-2-pyridinyl]Trimethyl-stannane